COC=1C=C(C=CC1OC)\C=C/C(=O)NCCC1=CC=C(C=C1)O (Z)-3-(3,4-Dimethoxyphenyl)-N-[2-(4-hydroxyphenyl)ethyl]2-propenamide